phosphorus, phosphate salt P(=O)([O-])([O-])[O-].[P+3]